monopentyl-phosphinous acid C(CCCC)PO